FC1(C(CCC1)OC1=C(C=C(C=C1)NC(=O)C=1N=C(OC1CC(F)(F)F)N1CC2=CC=CC=C2C1)F)F N-(4-((2,2-difluorocyclopentyl)oxy)-3-fluorophenyl)-2-(isoindolin-2-yl)-5-(2,2,2-trifluoroethyl)oxazole-4-carboxamide